3-(Oxetan-3-yl)-3-azabicyclo[3.1.0]hexan-6-yl(8-amino-7-fluoro-6-(8-methyl-2,3-dihydro-1H-pyrido[2,3-b][1,4]oxazin-7-yl)isoquinolin-3-yl)carbamate O1CC(C1)N1CC2C(C2C1)N(C([O-])=O)C=1N=CC2=C(C(=C(C=C2C1)C1=C(C2=C(OCCN2)N=C1)C)F)N